2,2-Dimethyl-4,13-dioxo-3,8,11,17,20-pentaoxa-5,14-diazadocosan-22-oic acid CC(C)(OC(NCCOCCOCC(NCCOCCOCC(=O)O)=O)=O)C